2-methyloct-3,5,7-trien-2-ol CC(C)(C=CC=CC=C)O